C1=C[C@@H]([C@H]([C@H]([C@@H]1O)O)O)O The molecule is a conduritol in which the hydroxy groups at positions 2, 3, and 4 are in a trans,trans,cis- relationship to that at position 1. It has a role as a metabolite.